BrC1C(OC2=CC(=CC=C2C1=O)O[Si](C(C)C)(C(C)C)C(C)C)(C)C 3-bromo-2,2-dimethyl-7-((triisopropylsilyl)oxy)chroman-4-one